methyl (E)-3-(1H-pyrrol-2-yl)acrylate N1C(=CC=C1)/C=C/C(=O)OC